dineopentyl-2,2,3,3-tetrapropylsuccinate C(C(C)(C)C)OC(C(C(C(=O)OCC(C)(C)C)(CCC)CCC)(CCC)CCC)=O